C1(=CC=CC=C1)S(=O)(=O)OC1=CC=C(C=C1)NC(=O)NC1=CC=C(C=C1)OS(=O)(=O)C1=CC=C(C)C=C1 N-[4-(phenylsulfonyloxy)phenyl]-N'-[4-(p-toluenesulfonyloxy)phenyl]urea